O1C=C(C=C1)C1=C(C=C2C=NN(C2=C1)CCC(C)(C)O)NC(=O)C=1N=C(SC1)C=1C=NC=CC1 N-(6-(furan-3-yl)-1-(3-hydroxy-3-methylbutyl)-1H-indazol-5-yl)-2-(pyridin-3-yl)thiazole-4-carboxamide